NC1=CC(=NC(=N1)C(F)F)NC1=CC(=C(C=N1)C=1C=NN(C1)C1CN(C1)C(=O)OC(C)(C)C)F tert-butyl 3-(4-(6-((6-amino-2-(difluoromethyl)pyrimidin-4-yl)amino)-4-fluoropyridin-3-yl)-1H-pyrazol-1-yl)azetidine-1-carboxylate